COC1=C(C=C(C=C1)CNC(=O)NC1=CC=C(C=C1)S(=O)(=O)N1CCCCC1)C=1C=C2C(=CC(=CC2=CC1)S(=O)(=O)O)SOOO 6-(2-methoxy-5-((3-(4-(piperidin-1-ylsulfonyl)phenyl)ureido)methyl)phenyl)-4-(trioxidaneylthio)naphthalene-2-sulfonic acid